OC1(CC(C1)C(=O)N1CC2(C1)C[C@@H](CC2)C2=CC(=CC=C2)C(C)C)C |r| (rac)-((1s,3s)-3-Hydroxy-3-methylcyclobutyl)(6-(3-isopropylphenyl)-2-azaspiro[3.4]octan-2-yl)methanone